NC1=C(C(=O)O)C=CC=C1N 2,3-Diaminobenzoic acid